4-carbamoylbenzoate C(N)(=O)C1=CC=C(C(=O)[O-])C=C1